3-pentoxy-1,2-benzenediol C(CCCC)OC1=C(C(=CC=C1)O)O